C(C)C1=CC=C2C=3C=CC(=CC3C(C2=C1)(CCCCCCCC)CCCCCCCC)C1=NC=C(C=C1)B1OC(C(O1)(C)C)(C)C 2-(7-ethyl-9,9-di(n-octyl)fluorene-2-yl)-5-(4,4,5,5-tetramethyl-1,3,2-dioxaborolan-2-yl)pyridine